Acetic acid (2R,3R,4R,5S)-3,4,5-triacetoxy-6-(4-formyl-benzyl)-tetrahydro-pyran-2-ylmethyl ester C(C)(=O)O[C@@H]1[C@H](OC([C@@H]([C@H]1OC(C)=O)OC(C)=O)CC1=CC=C(C=C1)C=O)COC(C)=O